N1CCC(CC1)N1N=CC(=C1)C=1C=CC=C2C=CC=NC12 8-(1-(Piperidin-4-yl)-1H-pyrazol-4-yl)quinoline